FC(CC1=NSC(=N1)NC(=O)C1=C(OC(=C1)C1=CC(=CC=C1)C(F)(F)F)C(F)(F)F)(C)F N-(3-(2,2-difluoropropyl)-1,2,4-thiadiazol-5-yl)-2-(trifluoromethyl)-5-(3-(trifluoromethyl)phenyl)furan-3-carboxamide